((8-((2,2'-dimethyl-3'-(3-morpholinopropoxy)-[1,1'-biphenyl]-3-yl)amino)-1,7-naphthyridin-3-yl)methyl)-N-ethylglycine CC1=C(C=CC=C1NC=1N=CC=C2C=C(C=NC12)CN(CC(=O)O)CC)C1=C(C(=CC=C1)OCCCN1CCOCC1)C